C(#N)C1=CC(=NN1C1CCC(CC1)(F)F)C=1C(=C(C(=O)N)C=CC1I)N1CCC(CC1)=C(F)F (5-cyano-1-(4,4-difluorocyclohexyl)-1H-pyrazol-3-yl)-2-(4-(difluoromethylene)piperidin-1-yl)-4-iodobenzamide